O=C1CCC(CC1)C(=O)OCC1=CC=CC=C1 benzyl 4-oxocyclohexane-1-carboxylate